ClC1=C(C=C(C=C1)I)CO (2-chloro-5-iodo-phenyl)-methanol